OC1=CC=C(C=C1)CCC(=O)N 3-(4-hydroxyphenyl)propionamide